2-butenamide C(C=CC)(=O)N